(S)-tert-butyl 1-(4-(5-cyanopyridin-2-yl) piperazin-1-yl)-1-oxopropan-2-ylcarbamate C(#N)C=1C=CC(=NC1)N1CCN(CC1)C([C@H](C)NC(OC(C)(C)C)=O)=O